CC1C(NC(NC1)=O)=O 5-methyldihydrouracil